5-[[5-(4-bromophenyl)tetrazol-2-yl]methyl]-N-[4-chloro-2-methyl-6-(methyl-carbamoyl)phenyl]-2-(2,2-difluoroethyl)pyrazole-3-carboxamide BrC1=CC=C(C=C1)C=1N=NN(N1)CC=1C=C(N(N1)CC(F)F)C(=O)NC1=C(C=C(C=C1C(NC)=O)Cl)C